4-(2-(2-methoxymethyloxy-5-fluorophenyl)-2-(4-fluorophenyl)-2-hydroxy-ethyl)-pyridine COCOC1=C(C=C(C=C1)F)C(CC1=CC=NC=C1)(O)C1=CC=C(C=C1)F